C(CCC)C1=C(C=CC=C1)OP(OC1=C(C=CC=C1)CCCC)OC1=C(C=CC=C1)CCCC.FC(C1=C(C=CC=C1)[C@H](CC)C)(F)F (2S,3S)-3-(2-(trifluoromethyl)phenyl)butan tri(2-butyl-phenyl)phosphite